3-(4-bromo-2-furyl)-3-[4-(7H-pyrrolo[2,3-d]pyrimidin-4-yl)-1H-pyrazol-1-yl]propanenitrile BrC=1C=C(OC1)C(CC#N)N1N=CC(=C1)C=1C2=C(N=CN1)NC=C2